CC1([CH-]OPOC1)C 5,5-dimethyl-1,3,2-dioxaphosphainide